CC1(COC1)C(=O)O 3-Methyloxetan-3-carboxylic acid